C1(CC1)N1C(=NC2=C(C(=C(C=C2C1=O)F)F)C(C)=N[S@](=O)C(C)(C)C)C1CCOCC1 (R)-N-(1-(3-cyclopropyl-6,7-difluoro-4-oxo-2-(tetrahydro-2H-pyran-4-yl)-3,4-dihydroquinazolin-8-yl)ethylidene)-2-methylpropane-2-sulfinamide